N1(C=NC=C1)CCC=1N=C(C2=C(N1)OC(=C2C(=O)N)C)NC2(CC2)C [2-(1H-imidazol-1-yl)ethyl]-6-methyl-4-[(1-methylcyclopropyl)amino]furo[2,3-d]pyrimidine-5-carboxamide